C(CCCCCCCCCCCCCCCCC)(=O)[O-].[Mn+2].C(CCCCCCCCCCCCCCCCC)(=O)[O-] Manganous stearate